C(C)(C)(C)OC(=O)N1CCC(CC1)OC1=NC(=C(C=C1)F)I 4-((5-fluoro-6-iodopyridin-2-yl)oxy)piperidine-1-carboxylic acid tert-butyl ester